C(OC(C)(C)C)(OC1=NC2=CC=CC=C2C=C1CCl)=O tert-butyl (3-(chloromethyl)quinolin-2-yl) carbonate